2-(4-bromophenyl)-4-(naphthalen-2-yl)-6-phenyl-1,3,5-triazine BrC1=CC=C(C=C1)C1=NC(=NC(=N1)C1=CC2=CC=CC=C2C=C1)C1=CC=CC=C1